(R)-N-(1-(2-fluoro-6-methylphenyl)-1,4,5,7-tetrahydropyrano[3,4-c]pyrazol-4-yl)-5,6,7,8-tetrahydroimidazo[1,5-a]pyridine-1-carboxamide FC1=C(C(=CC=C1)C)N1N=CC2=C1COC[C@@H]2NC(=O)C=2N=CN1C2CCCC1